5-[2-chloro-4-(cyanomethoxy)-3-fluoro-phenyl]-N-[3-chloro-4-[4-[(3S)-pyrrolidine-3-carbonyl]piperazine-1-carbonyl]phenyl]-1-methyl-imidazole-2-carboxamide ClC1=C(C=CC(=C1F)OCC#N)C1=CN=C(N1C)C(=O)NC1=CC(=C(C=C1)C(=O)N1CCN(CC1)C(=O)[C@@H]1CNCC1)Cl